5-(3-cyclopropylpyrazolo[1,5-a]pyrimidin-5-yl)-N-((1-(trifluoromethyl)cyclopropyl)methyl)-7H-pyrrolo[2,3-d]pyrimidin-2-amine C1(CC1)C=1C=NN2C1N=C(C=C2)C2=CNC=1N=C(N=CC12)NCC1(CC1)C(F)(F)F